ClC=1C=C2C=CN=C(C2=C(C1)C)N(C(C1=C(C=C(C=C1)C=1OC(=NN1)C)F)=O)[C@H]1CNCCC1 (R)-N-(6-chloro-8-methylisoquinolin-1-yl)-2-fluoro-4-(5-methyl-1,3,4-oxadiazol-2-yl)-N-(piperidin-3-yl)benzamide